methyl ethyl (furan-2-yl)boronate O1C(=CC=C1)B(OC)OCC